COC(CCC1=CC(=CC(=C1)F)C(O)C=1N=C(NC1)C1=C(C=CC(=C1)OC=1C(=C2C=CNC2=CC1F)F)F)=O 3-(3-((2-(5-((4,6-difluoro-1H-indol-5-yl)oxy)-2-fluorophenyl)-1H-imidazol-4-yl)(hydroxy)methyl)-5-fluorophenyl)propanoic acid methyl ester